N-ethyl-N-(2-pyridylmethyl)-2-[2-(4-chlorophenyl)-7-methyl-imidazo[1,2-a]pyridin-3-yl]-acetamide C(C)N(C(CC1=C(N=C2N1C=CC(=C2)C)C2=CC=C(C=C2)Cl)=O)CC2=NC=CC=C2